CC1=CC=C(C=C1)S(=O)(=O)OCCOCCOCCOCCOCCOCCOS(=O)(=O)C1=CC=C(C=C1)C 3,6,9,12,15-pentaoxaheptadecane-1,17-diyl bis(4-methylbenzenesulfonate)